3-((S)-2-hydroxy-3-((R)-8-(2-methyl-1H-imidazo[4,5-b]pyridine-6-sulfonyl)-1-oxa-8-azaspiro[4.5]dec-3-ylamino)propoxy)-N-methylbenzenesulfonamide O[C@H](COC=1C=C(C=CC1)S(=O)(=O)NC)CN[C@H]1COC2(C1)CCN(CC2)S(=O)(=O)C=2C=C1C(=NC2)N=C(N1)C